3-(2-decyl-1,3-dioxan-4-yl)-1-(p-tolyl)propan-1-one C(CCCCCCCCC)C1OCCC(O1)CCC(=O)C1=CC=C(C=C1)C